BrC=1C(=C(C=CC1)C=1SC=2CN(CCC2N1)C(=O)OC(C)(C)C)C tert-butyl 2-(3-bromo-2-methylphenyl)-6,7-dihydrothiazolo[5,4-c]pyridine-5(4H)-carboxylate